2-((4-Fluoro-2-methylphenyl)amino)-4-(trifluoromethyl)benzoic acid ethyl ester C(C)OC(C1=C(C=C(C=C1)C(F)(F)F)NC1=C(C=C(C=C1)F)C)=O